NC=1SC2=C(N1)C(=CC=C2F)C2=C(C=C1C(=NC=NC1=C2F)NC(CN(C(C#CC)=O)C)C)Cl N-[2-[[7-(2-amino-7-fluoro-1,3-benzothiazol-4-yl)-6-chloro-8-fluoro-quinazolin-4-yl]amino]propyl]-N-methyl-but-2-ynamide